2-(5-(trifluoromethyl)furan-2-carboxamido)benzo[d]thiazole-6-carboxylic acid FC(C1=CC=C(O1)C(=O)NC=1SC2=C(N1)C=CC(=C2)C(=O)O)(F)F